C(C)[Si](C1=CC=2CC3=CC(=CC=C3C2C=C1)[Si](CC)(CC)CC)(CC)CC 2,7-bis(triethylsilyl)fluorene